ClC=1C=CC(=C(C1)N1CCC=2C=C(N=CC2C1)C(=O)O)C#N 7-(5-chloro-2-cyanophenyl)-5,6,7,8-tetrahydro-2,7-naphthyridine-3-carboxylic acid